n-propyl benzoate CCCOC(=O)C1=CC=CC=C1